O1C=NC2=C1C=CC(=C2)C=O benzo[d]Oxazole-5-carbaldehyde